[Na].[Na].[Ca] calcium, disodium salt